7-(5-(7-Ethyl-7H-imidazo[4,5-c]pyridazin-4-yl)-2-fluorophenyl)-6-methoxy-4-methyl-2H-benzo[b][1,4]oxazin-3(4H)-one C(C)N1C=NC2=C1N=NC=C2C=2C=CC(=C(C2)C=2C(=CC1=C(OCC(N1C)=O)C2)OC)F